FC1=NC=C(C=C1C=O)C 2-FLUORO-5-METHYLPYRIDINE-3-CARBOXALDEHYDE